COC(=O)C1(CCC2(OCCO2)CC1)NC(CC1=C(C=C(C=C1C)Cl)C)=O Methyl-8-[2-(4-chloro-2,6-dimethylphenyl)-acetamido]-1,4-dioxaspiro[4.5]decan-8-carboxylat